C(C)OC(C(C1=NC=CN=C1)NC(=O)OC(C)(C)C)=O 2-(tert-Butoxycarbonylamino)-2-(pyrazin-2-yl)-acetic acid ethyl ester